O1[C@@H](COCC1)CNC(=O)C1=C(C2=C(CCC3=CN(N=C23)C[C@H]2OCCOC2)O1)C(F)(F)F N,2-bis{[(2R)-1,4-dioxan-2-yl]methyl}-8-(trifluoromethyl)-4,5-dihydro-2H-furo[2,3-g]indazole-7-carboxamide